(S)-7-(7-amino-5,7-dihydrospiro[cyclopenta[b]pyridine-6,4'-piperidin]-1'-yl)-3-(2,3-dichlorophenyl)quinazoline-2,4(1H,3H)-dione N[C@@H]1C2=NC=CC=C2CC12CCN(CC2)C2=CC=C1C(N(C(NC1=C2)=O)C2=C(C(=CC=C2)Cl)Cl)=O